BrC=1C=C(C(=NC1)N(C1(CC1)C1=CC=CC=C1)C)F 5-bromo-3-fluoro-N-methyl-N-(1-phenylcyclopropyl)pyridin-2-amine